[C].OC1C(C(=C(C(=C1C1[C@H](O)[C@@H](O)[C@H](O)[C@H](O1)CO)O)C1[C@H](O)[C@@H](O)[C@H](O)[C@H](O1)CO)O)\C=C\C(=O)C1=CC=CC=C1 2,4,6-trihydroxy-3,5-diglucosyl-dihydrochalcone carbon